(S)-2-(4-(4-(1-(4-methylpent-2-yl)-1H-pyrazol-4-yl)pyrazolo[1,5-a]pyrazin-6-yl)-1H-pyrazol-1-yl)propane-1,3-diol CC(C[C@H](C)N1N=CC(=C1)C=1C=2N(C=C(N1)C=1C=NN(C1)C(CO)CO)N=CC2)C